5-(4-acetylpiperazin-1-yl)pyrazole C(C)(=O)N1CCN(CC1)C1=CC=NN1